chromium (III) fluorine [F].[Cr+3]